3-(4-fluorophenyl)-1-(7-methoxy-1,2,3,4-tetrahydroquinoxalin-1-yl)prop-2-en-1-one FC1=CC=C(C=C1)C=CC(=O)N1CCNC2=CC=C(C=C12)OC